2-((6-((5-cyano-4-((3S,5R)-4,4-difluoro-3,5-dimethylpiperidin-1-yl)pyrimidin-2-yl)amino)-1-methyl-2-oxo-1,2-dihydroquinolin-3-yl)oxy)-N-methylacetamide C(#N)C=1C(=NC(=NC1)NC=1C=C2C=C(C(N(C2=CC1)C)=O)OCC(=O)NC)N1C[C@@H](C([C@@H](C1)C)(F)F)C